[Pd+2].FC(C(=O)[O-])(F)F.FC(C(=O)[O-])(F)F.C1(=CC=CC=C1)P(C1=CC=CC=C1)C1=CC=CC=C1.C1(=CC=CC=C1)P(C1=CC=CC=C1)C1=CC=CC=C1 bis(triphenylphosphine) bis(trifluoroacetate) palladium (II)